N-(6-Bromo-3-hydroxy-2-methyl-phenyl)-2-chloro-thiazole-5-carboxamide BrC1=CC=C(C(=C1NC(=O)C1=CN=C(S1)Cl)C)O